2-bromo-7-chloroacridin-9(10H)-one BrC1=CC=2C(C3=CC(=CC=C3NC2C=C1)Cl)=O